FC1=C(C(=CC=C1)F)CCC(=O)N1CCN(CC1)C1=NC=C(C=C1)O 3-(2,6-Difluorophenyl)-1-[4-(5-hydroxypyridin-2-yl)-piperazin-1-yl]-propan-1-one